2-(4-formyl-2H-1,2,3-triazol-2-yl)-4,6-dimethylpyrimidine-5-carbonitrile C(=O)C1=NN(N=C1)C1=NC(=C(C(=N1)C)C#N)C